C12(CC3CC(CC(C1)C3)C2)S\C=N\N 1-[(E)-(tricyclo[3.3.1.13,7]dec-1-ylthio)methylidene]hydrazine